2-amino-1,3,4-thiadiazolium NC=1SC=N[NH+]1